ethyl (((diethoxyphosphoryl)methylsulfonyl)phenoxy)acetate C(C)OP(=O)(OCC)CS(=O)(=O)C1=C(OCC(=O)OCC)C=CC=C1